ClC=1C=C(CN2CCN(C3=CC=CC=C23)C(CN2CCN(CC2)C)=O)C=CC1 1-(4-(3-chlorobenzyl)-3,4-dihydroquinoxaline-1(2H)-yl)-2-(4-methylpiperazin-1-yl)ethan-1-one